3-(4-bromophenyl)thieno[3',2':4,5]benzo[1,2-d]isoxazole-4,8-dione BrC1=CC=C(C=C1)C1=NOC2=C1C(C1=C(C2=O)C=CS1)=O